O1CC(CC1)OC(=O)C1=C(NC=2CC(CC(C2C1C1=CC(=CC=C1)O)=O)C1=C(C=CC=C1)OC)C 4-(3-Hydroxyphenyl)-7-(2-methoxyphenyl)-2-methyl-5-oxo-1,4,5,6,7,8-hexahydroquinoline-3-carboxylic acid tetrahydrofuran-3-yl ester